CC1(C(C(=CC2(CN(C2)C(=O)C2=C(C=CC=C2)C(F)(F)F)C1)C#N)=O)C 8,8-dimethyl-7-oxo-2-[2-(trifluoromethyl)benzene-1-carbonyl]-2-azaspiro[3.5]non-5-ene-6-carbonitrile